4-(2,2-diphenylvinyl)benzaldehyde C1(=CC=CC=C1)C(=CC1=CC=C(C=O)C=C1)C1=CC=CC=C1